NC1=C2N=CN(C2=NC=N1)CC1=C(C=CC=C1)B(O)O [2-[(6-amino-9H-purin-9-yl)methyl]phenyl]-boronic acid